ClC1=C(C=C(C=C1)F)C1=CC=C(N=N1)NC1C[C@@H]2[C@@H](CN(C2)CC2CC2)C1 (3aR,5s,6aS)-N-[6-(2-chloro-5-fluoro-phenyl)pyridazin-3-yl]-2-(cyclopropylmethyl)-3,3a,4,5,6,6a-hexahydro-1H-cyclopenta[c]pyrrol-5-amine